O=C1N(C(C2=CC=CC=C12)=O)[C@@H](C)C1=NC(=NN1C1=NC=C(C#N)C=C1)C(C)C 6-{5-[(1S)-1-(1,3-dioxo-1,3-dihydro-2H-isoindol-2-yl)ethyl]-3-isopropyl-1H-1,2,4-triazol-1-yl}nicotinonitrile